COC=1C2=C(N=C(N1)NC1=CC=C(C=C1)CN1CCC(CC1)C)NC=C2C2=CC=C(C=C2)S(=O)(=O)N 4-(4-methoxy-2-((4-((4-methylpiperidin-1-yl)methyl)phenyl)amino)-7H-pyrrolo[2,3-d]pyrimidin-5-yl)benzenesulfonamide